OC1=CC=CC2=CC(N=C12)=O 7-hydroxy-2-indolone